F[B-](F)(F)F.[O-]C1=C(C=CC=C1)S(C(F)(F)F)=[N+](C)C [(Oxido)phenyl(trifluoromethyl)-λ4-sulfanylidene]dimethylammonium tetrafluoroborate